COC=1C=C2C=C(C=NC2=CC1OC)C1=CC=C(C=N1)CC(=O)NC1=CC(=NO1)C(C(F)(F)F)(C)C 2-[6-(6,7-dimethoxyquinolin-3-yl)pyridin-3-yl]-N-[3-(1,1,1-trifluoro-2-methylpropan-2-yl)-1,2-oxazol-5-yl]acetamide